FC=1C=CC(=NC1)[C@@H]1[C@H](CC1)C=1NC(C2=C(N1)N(N=C2C#N)[C@@H](C)C=2C=NC(=CC2)C(F)(F)F)=O 6-((1S,2S)-2-(5-Fluoropyridin-2-yl)cyclobutyl)-4-oxo-1-((S)-1-(6-(trifluoromethyl)pyridin-3-yl)ethyl)-4,5-dihydro-1H-pyrazolo[3,4-d]pyrimidin-3-carbonitril